COC1=CC=C(C=C1)CN1C2CC(CC1CO)C2 {2-[(4-methoxyphenyl)methyl]-2-azabicyclo[3.1.1]hept-3-yl}methanol